C(C)(C)(C)OC(=O)N1C(C=2C(CC1)=C(N(N2)C)C2=CC(=CC(=C2)F)CP(=O)(C)C)C 3-[3-(Dimethylphosphorylmethyl)-5-fluoro-phenyl]-2,7-dimethyl-5,7-dihydro-4H-pyrazolo[3,4-c]pyridine-6-carboxylic acid tert-butyl ester